4-tert-butylphenyl-antimony tert-butyl-(3-hydroxy-2-methylcyclopentyl)carbamate C(C)(C)(C)N(C([O-])=O)C1C(C(CC1)O)C.C(C)(C)(C)C1=CC=C(C=C1)[Sb+2].C(C)(C)(C)N(C([O-])=O)C1C(C(CC1)O)C